4-(benzylthio)-N-(tert-butyl)-6-(4-fluorophenyl)-5-(2,6-dimethylpyridin-4-yl)pyrimidin-2-amine C(C1=CC=CC=C1)SC1=NC(=NC(=C1C1=CC(=NC(=C1)C)C)C1=CC=C(C=C1)F)NC(C)(C)C